C(C)C=1C(NC=2C=C(C=NC2C1)CN1CCC(=CC1)C1=CC(=C(C(=O)NC)C=C1)F)=C=O 4-(1-((7-ethyl-6-carbonyl-5,6-dihydro-1,5-naphthyridin-3-yl)methyl)-1,2,3,6-tetrahydropyridin-4-yl)-2-fluoro-N-methylbenzamide